OC=1C=CC(=C(C1)C1=C(C=C2C=NC=NC2=C1)C#N)OC(F)(F)F 7-(5-hydroxy-2-(trifluoromethoxy)phenyl)quinazoline-6-carbonitrile